6-chloro-3-methyl-2-pyridinecarbonitrile ClC1=CC=C(C(=N1)C#N)C